5-((2,6-difluorobenzyl)oxy)-N-(4-(hydroxymethyl)tetrahydro-2H-pyran-4-yl)-2-methylbenzofuran-3-carboxamide FC1=C(COC=2C=CC3=C(C(=C(O3)C)C(=O)NC3(CCOCC3)CO)C2)C(=CC=C1)F